C(CCCCC)C1(C2=CC=CC=C2C=2C=CC(=CC12)B(O)O)CCCCCC (9,9-dihexyl-9H-fluoren-2-yl)boronic acid